Methyl 6-(2,2-dimethylpyrrolidin-1-yl)-1-oxo-2,3-dihydro-1H-pyrrolo[3,4-c]pyridine-4-carboxylate CC1(N(CCC1)C1=CC2=C(C(=N1)C(=O)OC)CNC2=O)C